C(CCCS(=O)(=O)OC(C)C)S(=O)(=O)OC(C)C 1,4-diisopropyl butanedisulfonate